4-(aminomethyl)piperidine-1,4-dicarboxylic acid 1-tert-butyl 4-ethyl ester C(C)OC(=O)C1(CCN(CC1)C(=O)OC(C)(C)C)CN